ClC1=CC(=C(C=C1)C1=NC(=NC2=C1N=C(N(C2=O)C)C)[C@H]2CC(O[C@@H](C2)C=2C=NNC2)(C)C)F 8-(4-chloro-2-fluorophenyl)-6-((4R,6S)-2,2-dimethyl-6-(1H-pyrazol-4-yl)tetrahydro-2H-pyran-4-yl)-2,3-dimethylpyrimidino[5,4-d]pyrimidin-4(3H)-one